2-((5-chloro-2-fluoro-4-(4-hydroxy-3-isopropylbenzyl)-3-methylphenyl)thio)-N-methylacetamide ClC=1C(=C(C(=C(C1)SCC(=O)NC)F)C)CC1=CC(=C(C=C1)O)C(C)C